(S)-4-bromo-N-(1-(6,7-difluoro-2-methyl-1-oxo-1,2-dihydroisoquinolin-4-yl)ethyl)-N-methylbenzamide BrC1=CC=C(C(=O)N(C)[C@@H](C)C2=CN(C(C3=CC(=C(C=C23)F)F)=O)C)C=C1